4-(3-fluoro-4-(4-((1-methyl-1H-indazol-5-yl)amino)quinolin-6-yl)benzyl)-1-methylpiperazin-2-one FC=1C=C(CN2CC(N(CC2)C)=O)C=CC1C=1C=C2C(=CC=NC2=CC1)NC=1C=C2C=NN(C2=CC1)C